tert-butyl 4-(5-fluoro-2-(pyrazin-2-yl)pyridin-3-yl)-4-hydroxypiperidine-1-carboxylate FC=1C=C(C(=NC1)C1=NC=CN=C1)C1(CCN(CC1)C(=O)OC(C)(C)C)O